C(CCC)C(C(=O)OCCCCCCC(=O)O)CCCCCC 7-((2-butyloctanoyl)oxy)heptanoic Acid